CC1=NOC(=C1C)C1=CC=C(S1)S(=O)(=O)N1CCN(CC1)C[C@H](C)NC1=NC=NC2=C(C=CC=C12)C(F)(F)F N-[(2S)-1-(4-{[5-(3,4-dimethyl-1,2-oxazol-5-yl)thiophen-2-yl]sulfonyl}piperazin-1-yl)propan-2-yl]-8-(trifluoromethyl)quinazolin-4-amine